CC=1C=C2C(C=C(OC2=C(C1)C(C)NC1=C(C(=O)OC(C)(C)C)C=CC=C1)C=1C=NN2C1N=CC=C2)=O tert-Butyl 2-[1-(6-methyl-4-oxo-2-pyrazolo[1,5-a]pyrimidin-3-yl-chromen-8-yl)ethylamino]benzoate